NC=1C=C(C(=C(C1)O)C)B1OC(C(O1)(C)C)(C)C 5-amino-2-methyl-3-(4,4,5,5-tetramethyl-1,3,2-dioxaborolan-2-yl)phenol